C(C1=CC=CC=C1)OC1=C2C(=C(N(C2=CC=C1)C1=CC(=C(C=C1)F)F)C1CCOCC1)C1=CC=C(C(=O)O)C=C1 4-[4-benzyloxy-1-(3,4-difluorophenyl)-2-tetrahydropyran-4-yl-indol-3-yl]Benzoic acid